N(=NN1C(=NCC1)C)N1C(=NCC1)C azobis(2-methylimidazoline)